C(#N)C=1C(=NC=C2C=C(C=NC12)C=1C=C(C=CC1C)NC(=O)C1=CC(=NC=C1)C1(CC1)F)NC N-[3-[8-cyano-7-(methylamino)-1,6-naphthyridin-3-yl]-4-methyl-phenyl]-2-(1-fluorocyclopropyl)pyridine-4-carboxamide